C(N)(=O)[C@H]1CN(CC1)C=1N(C(C(=C(N1)C(=O)NC=1C=NOC1)O)=O)C (R)-2-(3-carbamoylpyrrolidin-1-yl)-5-hydroxy-N-(isoxazol-4-yl)-1-methyl-6-oxo-1,6-dihydropyrimidine-4-carboxamide